ClC1=CC=C(C=C1)C=1N=C2N(C=CC=C2)C1CN1CC2C(C1)CN(C2)C(=O)[O-] 5-{[2-(4-chlorophenyl)imidazo[1,2-a]pyridin-3-yl]methyl}hexahydropyrrolo[3,4-c]pyrrole-2(1H)-carboxylate